ClC1=C(C=C(C=C1)C1=NN(C(=N1)CC(=O)N[C@H]1C[C@@H](C2=CC=CC=C12)O)CC)F 2-[3-(4-Chloro-3-fluorophenyl)-1-ethyl-1H-1,2,4-triazol-5-yl]-N-[(1S,3S)-3-hydroxy-2,3-dihydro-1H-inden-1-yl]acetamid